FC(C(=O)O)(F)F.COC1=C(C=CC(=C1)S(=O)(=O)C)NC=1N=C(C2=C(N1)NC=C2)NC N2-(2-methoxy-4-(methyl-sulfonyl)phenyl)-N4-methyl-7H-pyrrolo[2,3-d]pyrimidine-2,4-diamine 2,2,2-trifluoroacetate